BrC1=CN=C(N1C)C(=O)NC1=CC(=C(C(=O)N2CCN(CC2)C(=O)OC(C)(C)C)C=C1)Cl tert-butyl 4-(4-(5-bromo-1-methyl-imidazole-2-carboxamido)-2-chlorobenzoyl)piperazine-1-carboxylate